2-phenylimino-1-m-tolyl-4-thiophenylthiazole C1(=CC=CC=C1)N=C1S(C=C(N1)C=1SC=CC1)C=1C=C(C=CC1)C